6-(((5-(5'-methoxy-2',6-dimethyl-(4,4'-bipyridine)-3-amido)-1,3,4-thiadiazol-2-yl)oxy)methyl)pyridine-3-carboxylic acid COC=1C(=CC(=NC1)C)C1=C(C=NC(=C1)C)C(=O)NC1=NN=C(S1)OCC1=CC=C(C=N1)C(=O)O